ClC1=C(NC2=C(NC3=C2C(NCC3)=O)C3=C(C=NC=C3)OCC3(OCC3)C)C=CC=C1C (+)-3-(2-chloro-3-methylanilino)-2-{3-[(2-methyloxetan-2-yl)methoxy]pyridin-4-yl}-1,5,6,7-tetrahydro-4H-pyrrolo[3,2-c]pyridin-4-one